NC1=C(C=C(C=C1)N1C(CC2(OCCO2)CC1)=O)NC[C@@H](CCCOC1=C(C=NN1C)C=1C=C(C(=O)OC)C=C(N1)C)C methyl (R)-2-(5-((5-((2-amino-5-(7-oxo-1,4-dioxa-8-azaspiro[4.5]decan-8-yl)phenyl)amino)-4-methylpentyl)oxy)-1-methyl-1H-pyrazol-4-yl)-6-methylisonicotinate